FC=1C=C(C=C(C1)I)C(CCC(=O)O)=O 4-(3-fluoro-5-iodophenyl)-4-oxobutanoic Acid